3-((cyclopentylmethyl)thio)pyridine-2-carbonitrile C1(CCCC1)CSC=1C(=NC=CC1)C#N